NC1(CN(C1)C(=O)OC(C)(C)C)C#N tert-butyl 3-amino-3-cyanoazetidine-1-carboxylate